C(C)(C)(C)C1=NOC(=C1)C(=O)NC12C[C@@H](C(CC1)(CC2)NC(COC2=CC(=C(C=C2)Cl)F)=O)O 3-tert-butyl-N-{(3S)-4-[2-(4-chloro-3-fluorophenoxy)acetamido]-3-hydroxy-bicyclo[2.2.2]oct-1-yl}-1,2-oxazole-5-carboxamide